4-{(1R,3R)-3-[5-(2,4-difluorophenyl)-1,3,4-thiadiazol-2-yl]-2,2-dimethylcyclopropyl}benzenesulfonamide bis[2,4-bis-(1,1-dimethylpropyl)phenyl][4-(1,1-dimethylpropyl)phenyl]phosphite CC(CC)(C)C1=C(C=CC(=C1)C(CC)(C)C)C=1C(=C(C=CC1C(CC)(C)C)P(O)(O)O)C1=C(C=C(C=C1)C(CC)(C)C)C(CC)(C)C.FC1=C(C=CC(=C1)F)C1=NN=C(S1)[C@H]1C([C@@H]1C1=CC=C(C=C1)S(=O)(=O)N)(C)C